1-[bis(dimethylamino)methylene]-1H-benzotriazolium-3-oxide tetrafluoroborate F[B-](F)(F)F.CN(C)C(=[N+]1N=[N+](C2=C1C=CC=C2)[O-])N(C)C